C(C)C1=CC=C(C=C1)C1=NN2C(CN(CC2)C(=O)OC(C)(C)C)=C1C1=CC=NC=C1 tert-butyl 2-(4-ethylphenyl)-3-(pyridin-4-yl)-6,7-dihydropyrazolo[1,5-a]pyrazine-5(4H)-carboxylate